indene-1,3(2H)-dione C1(CC(C2=CC=CC=C12)=O)=O